(R or S)-5-(2-(3-(isopropoxymethyl)-3-(2-(thiophen-2-yl)ethyl)pyrrolidin-1-yl)propan-2-yl)-2-methylpyridine C(C)(C)OC[C@]1(CN(CC1)C(C)(C)C=1C=CC(=NC1)C)CCC=1SC=CC1 |o1:5|